2-oxiraneacetic acid O1C(C1)CC(=O)O